N1=CC=C2C1=C1C=CN=C1C=C2 pyrrolo[2,3-e]indole